[I-].CN methyl-amine iodide